N-(4-chloro-2-fluorophenyl)-6-fluoro-1H-indole-3-sulfonamide ClC1=CC(=C(C=C1)NS(=O)(=O)C1=CNC2=CC(=CC=C12)F)F